4-fluorobenzoic acid-(docosahexenoylaminoethyl) ester C(C=CC=CC=CC=CC=CC=CCCCCCCCCC)(=O)NCCOC(C1=CC=C(C=C1)F)=O